C(C)(C)(C)OC(=O)N[C@H]1CSC2=C(N(C1=O)CC1=CC=C(C=C1)C1=CC=C(C=C1)OC)C=CC=C2 (3R)-3-(tert-butoxycarbonylamino)-5-[[4-(4-methoxyphenyl)phenyl]methyl]-4-oxo-2,3-dihydro-1,5-benzothiazepine